(tetrahydrofuran-3-yl)hydrazine-1-carboxylate O1CC(CC1)OC(=O)NN